N-(3-(2-ethoxy-N-methylpropionamido)-2,4-difluorophenyl)benzamide C(C)OC(C(=O)N(C)C=1C(=C(C=CC1F)NC(C1=CC=CC=C1)=O)F)C